N-(2,6-dihydroxy-4-methoxyphenyl)-2-(methylsulfanyl)imidazo[2,1-b][1,3,4]thiadiazole-6-carboxamide OC1=C(C(=CC(=C1)OC)O)NC(=O)C=1N=C2SC(=NN2C1)SC